C[C@H]1N(CCOC1)C=1N=C(C2=C(N1)N=C(C=C2)C=2C=C(C(=O)O)C=CC2)N2C(COCC2)C 3-[2-[(3R)-3-methylmorpholin-4-yl]-4-(3-methylmorpholin-4-yl)pyrido[2,3-d]pyrimidin-7-yl]benzoic acid